2-naphthon C1C(C=CC2=CC=CC=C12)=O